(1s,2r)-1-amino-2-ethylcyclopentane-1-carboxylic acid hydrobromide Br.N[C@@]1([C@@H](CCC1)CC)C(=O)O